C1(CC1)C(C(=O)N)CCC(C)(C)C cyclopropyl-5,5-dimethylhexanamide